3-[[4-(2,6-dimethylphenyl)-6-[(2R)-2-[[6-[2,2-dimethylpropyl(methyl)amino]-2-pyridyl]methylamino]-4,4-dimethyl-pentoxy]pyrimidin-2-yl]sulfamoyl]benzoic acid CC1=C(C(=CC=C1)C)C1=NC(=NC(=C1)OC[C@@H](CC(C)(C)C)NCC1=NC(=CC=C1)N(C)CC(C)(C)C)NS(=O)(=O)C=1C=C(C(=O)O)C=CC1